O1C=C(C2=C1C=CC=C2)C[C@H](NS(=O)(=O)CC2=CC(=CC(=C2)[N+](=O)[O-])Cl)B(O)O (R)-2-(benzofuran-3-yl)-1-((3-chloro-5-nitrophenyl)methylsulfonamido)ethylboronic acid